OC1CN(CCC1CC(=O)OC)C1=NC=C(C=N1)C(F)(F)F methyl 2-(3-hydroxy-1-(5-(trifluoromethyl)pyrimidin-2-yl)piperidin-4-yl)acetate